1-(4-(4-((6-((2-(1-(Cyclopropylsulfonyl)-1H-pyrazol-4-yl)pyrimidin-4-yl)amino)-4-(((1s,4s)-4-hydroxycyclohexyl)amino)pyridin-3-yl)ethynyl)-1H-pyrazol-1-yl)piperidin-1-yl)ethan-1-one C1(CC1)S(=O)(=O)N1N=CC(=C1)C1=NC=CC(=N1)NC1=CC(=C(C=N1)C#CC=1C=NN(C1)C1CCN(CC1)C(C)=O)NC1CCC(CC1)O